C(C=1C(O)=CC=CC1)(=O)OCC1=CC=CC=C1 salicylic acid, benzyl ester